C1(CCCCC1)[C@H](CO)NC(=O)C1C2SC3=C(C21)C=CC=C3 exo-N-[(1R)-1-cyclohexyl-2-hydroxyethyl]-1a,6b-dihydro-1H-cyclopropa[b][1]benzothiophene-1-carboxamide